2-(2-(cyclopropanesulfonamido)thiazol-4-yl)-N-(2-fluoro-4-(pyridin-3-yl)phenyl)-2-methylpropanamide C1(CC1)S(=O)(=O)NC=1SC=C(N1)C(C(=O)NC1=C(C=C(C=C1)C=1C=NC=CC1)F)(C)C